C(C=C)(=O)OCCCCCCCCCCCCC[Si](C)(C)I acryloxytridecyliododimethylsilane